COC1=NC=C(C=C1NS(=O)(=O)C1=CC=CC=C1)C1=CC=2C3=C(C=NC2C=C1)NC(C31CC1)=O N-(2-Methoxy-5-(2'-oxo-2',3'-dihydrospiro[cyclopropane-1,1'-pyrrolo[2,3-c]quinolin]-8'-yl)pyridin-3-yl)benzenesulfonamide